Tert-butyl (cyclobutylmethyl)((2-((4-(6-(dimethylamino)-7-fluoro-1-(tetrahydro-2H-pyran-2-yl)-1H-indazol-4-yl)-1H-1,2,3-triazol-1-yl)methyl)imidazo[1,2-a]pyridin-6-yl)methyl)carbamate C1(CCC1)CN(C(OC(C)(C)C)=O)CC=1C=CC=2N(C1)C=C(N2)CN2N=NC(=C2)C2=C1C=NN(C1=C(C(=C2)N(C)C)F)C2OCCCC2